2,2-dimethyl-1-p-methylbenzoylbut-3-en-1-one CC(C(=O)C(C1=CC=C(C=C1)C)=O)(C=C)C